ClC1=C(C2=C(NC(C(=C2O)C=2C=NC=CC2)=O)S1)C=1C=C2CCCC2=CC1 2-chloro-4-hydroxy-3-indan-5-yl-5-(3-pyridyl)-7H-thieno[2,3-b]pyridin-6-one